kaempferol-13C O1[13C](=C(O)C(=O)C=2C(O)=CC(O)=CC12)C1=CC=C(O)C=C1